tetraisobutyl-thiuram disulphide C(C(C)C)N(C(SSC(N(CC(C)C)CC(C)C)=S)=S)CC(C)C